6-methoxy-2-(4-methylpiperazin-1-yl)-7-(3-(pyrrolidin-1-yl)propoxy)-N-(tetrahydro-2H-pyran-4-yl)quinazolin-4-amine COC=1C=C2C(=NC(=NC2=CC1OCCCN1CCCC1)N1CCN(CC1)C)NC1CCOCC1